5-bromo-1-(piperidin-4-yl)-1H-indazole 2,2,2-trifluoroacetate FC(C(=O)O)(F)F.BrC=1C=C2C=NN(C2=CC1)C1CCNCC1